FC=1C=CC=C2N=CC=NC12 8-fluoroquinoxaline